tert-butyl 2-[({4-[2-(benzyloxy)-6-fluorophenyl]cyclohex-3-en-1-yl}oxy)methyl]-3-(ethoxymethoxy)piperidine-1-carboxylate C(C1=CC=CC=C1)OC1=C(C(=CC=C1)F)C1=CCC(CC1)OCC1N(CCCC1OCOCC)C(=O)OC(C)(C)C